1-((6-fluoropyridin-2-yl)methyl)-N1-((1-(phenylsulfonyl)-1H-indol-3-yl)methyl)pentane-1,5-diamine FC1=CC=CC(=N1)CC(CCCCN)NCC1=CN(C2=CC=CC=C12)S(=O)(=O)C1=CC=CC=C1